(E)-1-((1-cyclohexyl-1H-pyrazol-5-yl)methyl)-2-hydroxy-1-methylguanidine C1(CCCCC1)N1N=CC=C1CN(\C(=N\O)\N)C